3-ethynyl-6,7-dihydro-5H-pyrazolo[5,1-b][1,3]oxazine C(#C)C=1C=NN2C1OCCC2